BrC=1N=C2C(=C(C(N(C2=CC1)C)=O)C#N)N(C1CCC(CC1)C)C 6-bromo-1-methyl-4-(methyl-(4-methylcyclohexyl)amino)-2-oxo-1,2-dihydro-1,5-naphthyridine-3-carbonitrile